BrC=CCC 11-Z-bromobut-1-ene